O=C1CCC2(CN(C2)C2=CC=CC(=N2)CN2N=NC(=C2)C2=C3C(=NC(=C2)C=2C(=C(C#N)C=CC2)C)NC=C3)CC1 3-(4-(1-((6-(7-oxo-2-azaspiro[3.5]nonan-2-yl)pyridin-2-yl)methyl)-1H-1,2,3-triazol-4-yl)-1H-pyrrolo[2,3-b]pyridin-6-yl)-2-methylbenzonitrile